tert-butyl (R)-(1-(cyclopropylamino)-3,3-dimethyl-1-oxobutan-2-yl)carbamate C1(CC1)NC([C@@H](C(C)(C)C)NC(OC(C)(C)C)=O)=O